Magnesium (citrate) C(CC(O)(C(=O)[O-])CC(=O)[O-])(=O)[O-].[Mg+2].C(CC(O)(C(=O)[O-])CC(=O)[O-])(=O)[O-].[Mg+2].[Mg+2]